FC1=C(CN2C(N(N=C2)C2=CC=C(C=C2)OC2=C(C=CC=C2)[N+](=O)[O-])=O)C(=CC=C1)F 4-(2,6-difluorobenzyl)-2-(4-(2-nitrophenoxy)phenyl)-2,4-dihydro-3H-1,2,4-triazol-3-one